N-benzyl-N-phenylisoquinolin-1-amine C(C1=CC=CC=C1)N(C1=NC=CC2=CC=CC=C12)C1=CC=CC=C1